FC=1C=CC=C2C(CCN(C12)C(=O)OC(C)(C)C)N1C(N(C2=NC(=NC=C2C1)NC1=CC=C(C=C1)N1CCN(CC1)C)C)=O tert-butyl 8-fluoro-4-[1-methyl-7-[4-(4-methylpiperazin-1-yl)anilino]-2-oxo-4H-pyrimido[4,5-d]pyrimidin-3-yl]-3,4-dihydro-2H-quinoline-1-carboxylate